BrC=1C=NN(C1)C1CCN(CC1)CC#CC1=CC=C(C=C1)N1C(NC(CC1)=O)=O 1-(4-(3-(4-(4-bromo-1H-pyrazol-1-yl)piperidin-1-yl)prop-1-yn-1-yl)phenyl)dihydropyrimidine-2,4(1H,3H)-dione